N,N,4-Trimethyl-1-piperazineethanamine CN(CCN1CCN(CC1)C)C